FC1=C(C(=C(C(=C1F)C(F)(F)F)F)F)C1=C(C=C(C=C1OC)OC)OC 2,3,5,6-tetrafluoro-2',4',6'-trimethoxy-4-(trifluoromethyl)-1,1'-biphenyl